C(#N)C1=C(C(=NC=C1)C(F)(F)F)C1=CC=C2C(=CN(C2=C1)CC(C)(C)C)[C@@H](C(F)F)NS(=O)(=O)C1CC1 (S)-N-(1-(6-(4-cyano-2-(trifluoromethyl)pyridin-3-yl)-1-neopentyl-1H-indol-3-yl)-2,2-difluoroethyl)cyclopropanesulfonamide